C(C)(=O)NC1=C(C=CC=C1)CCNC(=O)C1=C(C2=CC=CC=C2C=C1)O N-(2-acetamidophenylethyl)-1-hydroxy-2-naphthoamide